C1(=CC=CC=C1)C1=NC(=NC(=N1)C1=CC=C(C=C1)C1=C(C2=CC=CC=C2C=C1)C1=CC=C(C=C1)C1=NC(=NC(=N1)C1=CC=CC=C1)C1=CC=CC=C1)C1=CC=CC=C1 2-(4-{2-[4-(diphenyl-1,3,5-triazin-2-yl)phenyl]naphthalen-1-yl}phenyl)-4,6-diphenyl-1,3,5-triazine